7-trifluoromethyl-quinazoline FC(C1=CC=C2C=NC=NC2=C1)(F)F